N=1ON=C2C1C=CC(=C2)NC(=O)[C@@H]2S[C@](C[C@H]2C2=C(C(=C(C=C2)F)F)OC)(C(F)(F)F)C (2R,3S,5R)-N-(Benzo[c][1,2,5]oxadiazol-5-yl)-3-(3,4-difluoro-2-methoxyphenyl)-5-methyl-5-(trifluoromethyl)tetrahydrothiophene-2-carboxamide